5-methyl-2-nitro-pyridine CC=1C=CC(=NC1)[N+](=O)[O-]